5-chloro-N-(2,4-difluoro-3-(5-fluoro-2-((1-methylpiperidin-4-yl)amino)quinazolin-6-yl)phenyl)-3-hydroxy-2,3-dihydrobenzofuran-7-sulfonamide ClC=1C=C(C2=C(C(CO2)O)C1)S(=O)(=O)NC1=C(C(=C(C=C1)F)C=1C(=C2C=NC(=NC2=CC1)NC1CCN(CC1)C)F)F